6-methoxy-2-[6-(3-{[(2S)-1-(1H-tetrazol-1-yl)propan-2-yl]oxy}phenyl)imidazo[1,2-b]pyridazin-3-yl]pyridine-3-carbonitrile COC1=CC=C(C(=N1)C1=CN=C2N1N=C(C=C2)C2=CC(=CC=C2)O[C@H](CN2N=NN=C2)C)C#N